5-nitro-6-(4-(pyridin-2-yl)phenoxy)-2,3-dihydro-1H-inden-1-ol [N+](=O)([O-])C=1C=C2CCC(C2=CC1OC1=CC=C(C=C1)C1=NC=CC=C1)O